FS(C=1C=C(CN2C=CC3=CC(=CC=C23)C(C(=O)N)=C)C=CC1)(F)(F)(F)F (1-(3-(pentafluoro-λ6-sulfanyl)benzyl)-1H-indol-5-yl)acrylamide